6-bromo-1-methyl-3-nitro-4-(piperazin-1-yl)-1,5-naphthyridin-2(1H)-one BrC=1N=C2C(=C(C(N(C2=CC1)C)=O)[N+](=O)[O-])N1CCNCC1